N=[N] aza-carbene nitrogen